C12COCC(CC1)N2C2=C1C=C(NC1=NC=N2)C2=CC=C(C=C2)NC(=O)C2=NC=CC(=C2)CN2C[C@](CCC2)(C)N N-(p-{4-(3-oxa-8-azabicyclo[3.2.1]oct-8-yl)-1H-1,5,7-triazainden-2-yl}phenyl)-4-{[(R)-3-amino-3-methyl-1-piperidyl]methyl}-2-pyridinecarboxamide